NC1=C(C(=NC(=C1Cl)Cl)C(=O)O)Cl 4-amino-3,5,6-trichloro-picolinic acid